FC1=C(C2=C(CCCS2)C=C1C)C(=O)O 7-Fluoro-6-methyl-3,4-dihydro-2H-1-benzothiopyran-8-carboxylic acid